FC1=C(C(=CC(=C1)C(NC)=O)F)C=1N(C=2C(=NC(=CC2)C)N1)C[C@H]1CN(CCO1)C(=O)OC Methyl (S)-2-((2-(2,6-difluoro-4-(methylcarbamoyl)phenyl)-5-methyl-1H-imidazo[4,5-b]Pyridin-1-yl)methyl)morpholine-4-carboxylate